(R)-1-(3-fluoro-1H-indazol-4-yl)-N-(2,2,2-trifluoroethyl)propan-2-amine FC1=NNC2=CC=CC(=C12)C[C@@H](C)NCC(F)(F)F